P(=O)(OCCCCCC)(OCCCCCC)OCCCCCC tri-hexyl phosphate